N-methyl-4-(piperazin-1-yl)picolinamide CNC(C1=NC=CC(=C1)N1CCNCC1)=O